C(C)(C)(C)OC(=O)N1C(CCCC1)N1N=C(C(C1=O)(C)N(O)C(=O)OC(C)(C)C)C1=CC=C(C=C1)S(=O)(=O)C (4-{[(tert-butoxy)carbonyl](hydroxy)amino}-3-(4-methanesulfonylphenyl)-4-methyl-5-oxo-4,5-dihydro-1H-pyrazol-1-yl)piperidine-1-carboxylic acid tert-butyl ester